2-(trimethylsilyl)ethyl-6-aminohexanoate C[Si](CCOC(CCCCCN)=O)(C)C